N[C@H]1[C@@H]2N(C[C@H]1CC2)C(=O)C2=CC1=C(N(C(=N1)C1=CSC3=C1C=C(C=C3)Cl)CC3CN(C3)C3=NC(=NC=C3)C(=O)N)C(=C2)OC 4-[3-({5-[(1R,4R,7R)-7-amino-2-azabicyclo[2.2.1]heptane-2-carbonyl]-2-(5-chloro-1-benzothiophen-3-yl)-7-methoxy-1H-1,3-benzodiazol-1-yl}methyl)azetidin-1-yl]pyrimidine-2-carboxamide